C(N)(=N)C1OC2=CC=CC=C2CC1 carbamimidoylchroman